COC(C=CC1=CN=C(N1C[C@H]1OCC1)CN1CCC(CC1)C1=CC=CC=2OC(OC21)(C)C2=C(C=C(C=C2)Cl)F)=O 3-(2-((4-(2-(4-chloro-2-fluorophenyl)-2-methylbenzo[d][1,3]dioxol-4-yl)piperidin-1-yl)methyl)-1-(((S)-oxetan-2-yl)methyl)-1H-imidazol-5-yl)acrylic acid methyl ester